(R)-5-Fluoro-2-iodo-N-isopropyl-N-(1,1,1-trifluoropropan-2-yl)benzamide FC=1C=CC(=C(C(=O)N([C@@H](C(F)(F)F)C)C(C)C)C1)I